NC1=CC=C(C=C1)C1=CC(=NN1)NC1=C(C=C(C=C1)O)OC(C)C 4-((5-(4-aminophenyl)-1H-pyrazol-3-yl)amino)-3-isopropoxyphenol